FC=1C(=C(C=C(C1)F)CNC(=O)C=1C(=NC(=C(C1)C=1C=CC=2N(N1)C=C(N2)NC(C)=O)C)C)O[C@@H]2COCC2 N-({3,5-difluoro-2-[(3S)-oxolan-3-yloxy]phenyl}methyl)-5-{2-acetamidoimidazo[1,2-b]pyridazin-6-yl}-2,6-dimethylpyridine-3-carboxamide